FC1=C(OC2=C(C=C(C=C2)CCNS(=O)=O)C2=CN(C(C(=C2OC)I)=O)C)C=CC(=C1)F N-(4-(2,4-Difluorophenoxy)-3-(5-iodo-4-methoxy-1-methyl-6-oxo-1,6-dihydropyridin-3-yl)phenyl)ethylsulfonamide